(2-chloro-3-cyano-4-methanesulfonylphenyl)-6-fluoro-1,2,3,4-tetrahydroquinoline-8-carbonitrile ClC1=C(C=CC(=C1C#N)S(=O)(=O)C)N1CCCC2=CC(=CC(=C12)C#N)F